C(C1=CC=CC=C1)OC(=O)[C@](N)(CCCCNC(=O)OCC1=CC=CC=C1)C(=O)O α,Nε-dibenzyloxycarbonyl-L-lysine